CC=1SC(=CN1)CS(=O)(=O)Cl (2-methylthiazol-5-yl)methanesulfonyl chloride